3-bromo-6-benzyloxy-pyridine BrC=1C=NC(=CC1)OCC1=CC=CC=C1